ClC=1C(=NC(=NC1)NC1=C(C=C(C(=C1)C)C=1C[C@@H](N([C@@H](C1)C1CCCCC1)C)C1CCCCC1)OC(C)C)NC1=C(C=CC=C1)S(=O)(=O)C(C)C 5-chloro-N2-(4-(cis-2,6-dicyclohexyl-1-methyl-1,2,3,6-tetrahydropyridin-4-yl)-2-isopropoxy-5-methylphenyl)-N4-(2-(isopropylsulfonyl)phenyl)pyrimidine-2,4-diamine